BrC1=CC(=C(C=C1)OC1=CC=C(C=C1)OC(F)(F)F)C(C(F)F)(F)F 4-bromo-2-(1,1,2,2-tetrafluoroethyl)-1-(4-(trifluoromethoxy)phenoxy)benzene